4-(2-bromo-5-ethyl-7-oxo-4-(2-oxo-2-((4-(pentafluoro-λ6-sulfanyl)phenyl)amino)ethyl)-4,7-dihydropyrazolo[1,5-a]pyrimidin-6-yl)piperazine-1-carboxylic acid tert-butyl ester C(C)(C)(C)OC(=O)N1CCN(CC1)C1=C(N(C=2N(C1=O)N=C(C2)Br)CC(NC2=CC=C(C=C2)S(F)(F)(F)(F)F)=O)CC